CC=1C=CC2=C(N=CN=C2C23CC(C2)(C3)C(F)(F)F)N1 7-methyl-4-[3-(trifluoromethyl)-1-bicyclo[1.1.1]pentanyl]-pyrido[2,3-d]pyrimidine